ClC=1C(=C(C(=CC1)OC(F)F)C=1C=CC(=NC1)C(C(=O)NC1=CC=C(C(=O)OC(C)(C)C)C=C1)CC1CCC(CC1)=O)F tert-Butyl 4-(2-(5-(3-chloro-6-(difluoromethoxy)-2-fluorophenyl) pyridin-2-yl)-3-(4-oxocyclohexyl)propanamido)benzoate